2,2,2-Trichloroethyl (((2S,4R)-1-(2-(3-acetyl-5-(2-methylpyrimidin-5-yl)-1H-indazol-1-yl)acetyl)-4-fluoropyrrolidin-2-yl)methyl)(3-chloro-2-fluorobenzyl)carbamate C(C)(=O)C1=NN(C2=CC=C(C=C12)C=1C=NC(=NC1)C)CC(=O)N1[C@@H](C[C@H](C1)F)CN(C(OCC(Cl)(Cl)Cl)=O)CC1=C(C(=CC=C1)Cl)F